O[C@H]1[C@@H](O[C@@H]([C@H]1OCOC)CO)N1C(NC(C=C1)=O)=O 1-((2R,3R,4S,5R)-3-hydroxy-5-(hydroxymethyl)-4-(methoxymethoxy)tetrahydrofuran-2-yl)pyrimidine-2,4(1H,3H)-dione